C(#N)C1=CC(=NC=C1)S(=O)(=O)NC1CC(C1)NC1=C2C(=NC=C1C=1SC(=CN1)CO)NC=C2 4-cyano-N-((1s,3s)-3-((5-(5-(hydroxymethyl)thiazol-2-yl)-1H-pyrrolo[2,3-b]pyridin-4-yl)amino)cyclobutyl)pyridine-2-sulfonamide